C(\C=C\CCCCC)OC1=C(C=C(C=C1)C1=NOC(=N1)[C@H]1N(CCC1)C(=O)OC(C)(C)C)C(F)(F)F tert-butyl (S,E)-2-(3-(4-(oct-2-en-1-yloxy)-3-(trifluoromethyl)phenyl)-1,2,4-oxadiazol-5-yl)pyrrolidine-1-carboxylate